C1CCONNC1 Perhydrooxadiazepine